3-chloro-2,4-bistrifluoromethyl-thiophenol ClC=1C(=C(C=CC1C(F)(F)F)S)C(F)(F)F